C(C)(C)(C)OC(=O)N1CCC(=CC1)C=1C=CC=2NC3=CC(=C(C(=C3C2C1)C)C)C=1C=C(C=2N(C1)N=CN2)OC 4-(7-(8-methoxy-[1,2,4]triazolo[1,5-a]pyridin-6-yl)-5,6-dimethyl-9H-carbazol-3-yl)-3,6-dihydropyridine-1(2H)-carboxylic acid tert-butyl ester